(12S)-12-methyl-11,14-dioxa-4,5,19,20-tetraazatetracyclo[13.5.2.12,5.018,21]tricosa-1(20),2(23),3,15(22),16,18(21)-hexaene C[C@@H]1OCCCCCN2N=CC(C3=NNC=4C=CC(OC1)=CC34)=C2